isotridecyl alcohol 3,5-di-tert-butyl-4-hydroxy-phenylpropionate C(C)(C)(C)C=1C=C(C=C(C1O)C(C)(C)C)C(C(=O)OCCCCCCCCCCC(C)C)C